(2S,4R)-1-[(2S)-2-(4-cyclopropyltriazol-1-yl)-3,3-dimethyl-butanoyl]-4-hydroxy-N-(1-methyl-4-phenyl-4-piperidyl)pyrrolidine-2-carboxamide C1(CC1)C=1N=NN(C1)[C@H](C(=O)N1[C@@H](C[C@H](C1)O)C(=O)NC1(CCN(CC1)C)C1=CC=CC=C1)C(C)(C)C